(m-tolyl)pyrene-1,6-diamine C1(=CC(=CC=C1)C1=C(C=2C=CC3=CC=C(C=4C=CC(=C1)C2C43)N)N)C